[N+](=O)([O-])C1=CC=C(C=C1)OC([O-])=O 4-nitrophenylcarbonate